[I-].C(CCCCCCCCCCC)(=O)OC([N+]1(CCC=C(C1)C1=NSN=C1OCCCCCC)C)C1=CC=CC=C1 1-((dodecanoyloxy)(phenyl)methyl)-5-(4-(hexyloxy)-1,2,5-thiadiazol-3-yl)-1-methyl-1,2,3,6-tetrahydropyridin-1-ium iodide